ClC1=C(CCC2=CC(=NN2)N)C(=C(C=C1OC)OC)Cl 5-(2,6-dichloro-3,5-dimethoxyphenethyl)-1H-pyrazol-3-amine